S(=O)(=O)(O)O.FC(C[Li])(F)F 2,2,2-trifluoroethyl-lithium sulfate